FC1=C(C=CC(=C1)F)N1N=CC=2C1=NC(=NC2O)N2C1CN(C(C2C1)=O)CC 6-[1-(2,4-difluorophenyl)-4-hydroxy-pyrazolo[3,4-d]pyrimidin-6-yl]-3-ethyl-3,6-diazabicyclo[3.1.1]heptan-2-one